FCCOC(=O)C1(CN(CCC1)CCF)C 1-(2-fluoroethyl)-3-methylpiperidine-3-carboxylic acid 2-fluoroethyl ester